FC(OC=1C=2N(C=C(C1)C(F)(F)F)C[C@@]1(CCC3(SCCS3)C3=C(C=CC=C13)F)N2)F (S)-8-(difluoromethoxy)-5'-fluoro-6-(trifluoromethyl)-2',3'-dihydro-3H-dispiro[imidazo[1,2-a]pyridine-2,1'-naphthalene-4',2''-[1,3]dithiolane]